2-(difluoromethyl)-2H-thieno[3,2-c]pyrazole-5-carboxylic acid methyl ester COC(=O)C1=CC2=NN(C=C2S1)C(F)F